CN1C2=C(OC[C@@H](C1=O)NC(OC(C)(C)C)=O)C=CC(=C2)OCC2NC(CC2)=O tert-butyl ((3S)-5-methyl-4-oxo-7-((5-oxopyrrolidin-2-yl)methoxy)-2,3,4,5-tetrahydrobenzo[b][1,4]oxazepin-3-yl)carbamate